NC=1C=CC(=C(C1)S(=O)(=O)NCC1CCCC1)N1CCN(CC1)C 5-amino-N-(cyclopentylmethyl)-2-(4-methylpiperazin-1-yl)benzenesulfonamide